3-((2,3-diphenylpropanoyl)oxy)-2-((((9Z,12Z)-octadeca-9,12-dienoyl)oxy)methyl)propyl 1'-ethyl-[1,4'-bipiperidine]-4-carboxylate C(C)N1CCC(CC1)N1CCC(CC1)C(=O)OCC(COC(C(CC1=CC=CC=C1)C1=CC=CC=C1)=O)COC(CCCCCCC\C=C/C\C=C/CCCCC)=O